(R)-1-(5-((carboxymethyl)carbamoyl)-2-(3,4-dichloro-5-methyl-1H-pyrrole-2-carboxamido)phenyl)pyrrolidin-3-aminium chloride [Cl-].C(=O)(O)CNC(=O)C=1C=CC(=C(C1)N1C[C@@H](CC1)[NH3+])NC(=O)C=1NC(=C(C1Cl)Cl)C